2,3-diisopropyl-1,3-propanediol C(C)(C)C(CO)C(O)C(C)C